O\C(=C/C(C)=O)\C=C\C1=CC=C(C=C1)O (3z,5e)-4-hydroxy-6-(4-hydroxyphenyl)hex-3,5-dien-2-one